[O-2].C(CCCCCCC)[Al](CCCCCCCC)CCCCCCCC trioctylaluminum oxide